lithium nickel-oxide lithium [Li].[Ni]=O.[Li]